FC(COC(C(=C)C)=O)(C(F)(F)F)F 2,2,3,3,3-pentafluoropropyl-methacrylate